(2R)-2-[(2-methylpropan-2-yl)oxycarbonylamino]propionic acid CC(C)(C)OC(=O)N[C@@H](C(=O)O)C